(S)-2-((1-(2-(3-fluorophenyl)-3,7-dimethyl-4-oxo-4H-pyrido[1,2-a]pyrimidin-9-yl)ethyl)amino)benzoic acid FC=1C=C(C=CC1)C=1N=C2N(C(C1C)=O)C=C(C=C2[C@H](C)NC2=C(C(=O)O)C=CC=C2)C